FC1=C(C(=O)NCC(F)(F)F)C(=CC(=C1)B1OC(C(O1)(C)C)(C)C)OC 2-Fluoro-6-methoxy-4-(4,4,5,5-tetramethyl-1,3,2-dioxaborolan-2-yl)-N-(2,2,2-trifluoroethyl)benzamide